C(C)C(C(=O)OCC)(CCC(=O)OCC1=CC=CC=C1)C=1N=C(SC1)NC1=C(C=CC=C1)OC O5-benzyl O1-ethyl 2-ethyl-2-[2-(2-methoxyanilino)thiazol-4-yl]pentanedioate